4-(4-Bromo-2-oxo-2,3-dihydro-1H-1,3-benzodiazol-1-yl)-N-(4-chloro-3-fluorophenyl)piperidine-1-carboxamide BrC1=CC=CC=2N(C(NC21)=O)C2CCN(CC2)C(=O)NC2=CC(=C(C=C2)Cl)F